6-[5-[(1S)-1-[[8-chloro-6-(trifluoromethyl)quinazolin-4-yl]-methyl-amino]ethyl]-1,2,4-triazol-1-yl]pyridine-3-carbonitrile ClC=1C=C(C=C2C(=NC=NC12)N([C@@H](C)C1=NC=NN1C1=CC=C(C=N1)C#N)C)C(F)(F)F